CC=1CC2=C(C(=C(C=C2C1)C(C)(C)C)OC)C1=CC=C(C=C1)C(C)(C)C 2-methyl-5-tert-butyl-7-(4-tert-butylphenyl)-6-methoxy-1H-indene